N-hydroxy-2-(2-methoxyethoxy)-N-((7-(trifluoromethyl)-10H-phenoxazin-3-yl)methyl)acetamide ON(C(COCCOC)=O)CC=1C=CC=2NC3=CC=C(C=C3OC2C1)C(F)(F)F